C(C)(C)(C)C1=NN2C(C=C(C=C2)N(C(=O)OC(CC=2N=C(SC2Cl)Br)C)C)=C1B1OC(C(O1)(C)C)(C)C (2-bromo-5-chlorothiazol-4-yl)propan-2-ol tert-butyl-N-methyl-N-[3-(4,4,5,5-tetramethyl-1,3,2-dioxaborolan-2-yl)pyrazolo[1,5-a]pyridin-5-yl]carbamate